C1=C(C=CC2=CC=CC=C12)N1CC2=CC=CC=C2C1=O 2-naphthalen-2-yl-3-oxoisoindoline